5'-fluoro-6'-((7-((4-(methylsulfonyl)phenyl)amino)-2,6-naphthyridin-1-yl)ethynyl)spiro[cyclopropane-1,3'-indolin]-2'-one FC=1C=C2C3(C(NC2=CC1C#CC1=NC=CC2=CN=C(C=C12)NC1=CC=C(C=C1)S(=O)(=O)C)=O)CC3